ClC1=C(C2=C(C=3C=NC(=NC13)N1C[C@H]([C@H](C1)CO)N(C)C)COC2)C2=NC=C(C1=C2C(=C(S1)NC(OC(C)(C)C)=O)C#N)F tert-Butyl (4-(5-chloro-3-((3S,4S)-3-(dimethylamino)-4-(hydroxymethyl)pyrrolidin-1-yl)-7,9-dihydrofuro[3,4-f]quinazolin-6-yl)-3-cyano-7-fluorothieno[3,2-c]pyridin-2-yl)carbamate